ClC=1C=C2C(=CC1Cl)N(C(C21CCN(CC1)C1CCC(CC1)C(C)C)=O)CCN1CCOCC1 5,6-dichloro-1'-((1s,4s)-4-isopropylcyclohexyl)-1-(2-morpholinoethyl)spiro[indoline-3,4'-piperidin]-2-one